O\N=C(\C1=NC(=CC(=C1)CC1COCC1)C)/N (Z)-N'-Hydroxy-6-methyl-4-((tetrahydrofuran-3-yl)methyl)picolinimidamide